1-(4-(4-AMINO-1-(OXETAN-3-YL)-1H-PYRAZOLO[3,4-D]PYRIMIDIN-3-YL)-2-FLUOROPHENYL)-3-(5-(TERT-BUTYL)ISOXAZOL-3-YL)UREA NC1=C2C(=NC=N1)N(N=C2C2=CC(=C(C=C2)NC(=O)NC2=NOC(=C2)C(C)(C)C)F)C2COC2